CC1(CC(OC2=CC=C(C=C12)O)=O)C 3,4-dihydro-4,4-dimethyl-coumarin-6-ol